methyl (R)-3-amino-5-(3-cyclohexyl-7-fluoro-2-methyl-1,1-dioxido-5-phenyl-2,3,4,5-tetrahydrobenzo[f][1,2,5]thiadiazepin-8-yl)thiophene-2-carboxylate hydrochloride Cl.NC1=C(SC(=C1)C1=CC2=C(N(C[C@H](N(S2(=O)=O)C)C2CCCCC2)C2=CC=CC=C2)C=C1F)C(=O)OC